pyridine formate salt C(=O)O.N1=CC=CC=C1